benzyl {(2S,3R)-2-[(3-{[6-(aminomethyl)-3-methylpyridin-2-yl]oxy}-2-fluorophenyl)methyl]-4,4-difluoropyrrolidin-3-yl}carbamate NCC1=CC=C(C(=N1)OC=1C(=C(C=CC1)C[C@@H]1NCC([C@@H]1NC(OCC1=CC=CC=C1)=O)(F)F)F)C